1-(2-Chlorophenyl)-7-(1,1-difluoroethyl)-4-(((trans)-2-hydroxycyclobutyl)amino)quinazolin-2(1H)-one ClC1=C(C=CC=C1)N1C(N=C(C2=CC=C(C=C12)C(C)(F)F)N[C@H]1[C@@H](CC1)O)=O